ClC=1C=C(N(N1)C)[C@@H]1[C@H](C(N(C1)C)=O)C(=O)NC1=C(C(=CC=C1)F)C(F)(F)F (3s,4r)-4-(5-chloro-2-methyl-pyrazol-3-yl)-N-[3-fluoro-2-(trifluoromethyl)phenyl]-1-methyl-2-oxo-pyrrolidine-3-carboxamide